2,5-Dioxopyrrolidin-1-yl-3-(2-(2-(3-(2,5-dioxo-2h-pyrrol-1(5h)-yl)propanamido)ethoxy)ethoxy)propanoate O=C1N(C(CC1)=O)C(C(=O)[O-])COCCOCCNC(CCN1C(C=CC1=O)=O)=O